NC1=C(C=C(C=C1)N1CCN(CC1)C(=O)OC(C)(C)C)N1CCC(CC1)(C)C tert-Butyl 4-(4-amino-3-(4,4-dimethylpiperidin-1-yl)phenyl)piperazine-1-carboxylate